C(#N)CC1N(CCN(C1)CC=1C=NC=2C(=C(C(NC2C1)=O)C(F)(F)F)C)C=1C=CC(=NC1)C(=O)NC 5-(2-(cyanomethyl)-4-((8-methyl-6-oxo-7-(trifluoromethyl)-5,6-dihydro-1,5-naphthyridin-3-yl)methyl)piperazin-1-yl)-N-methylpicolinamide